C1(=CC=CC=C1)OC(C(=O)C)=O.ClC1=CC(=C(C=C1)N1CCC(CC1)N1C(NCC1)=O)F 1-(1-(4-chloro-2-fluorophenyl)piperidin-4-yl)imidazolidin-2-one monophenylpyruvate